C(C1=CC=CC=C1)C1C2C3(N=CC1CC3CN2CC(C)C)C(=O)NCC2=CC=C(C=C2)C 7-benzyl-1-isobutyl-N-(4-methylbenzyl)-1,2,3,6,7,7a-hexahydro-3aH-3,6-methanopyrrolo[3,2-b]pyridine-3a-carboxamide